NCC=1C(=C(C=NC1)C1C(NC(CC1)=O)=O)F 3-(5-(Aminomethyl)-4-fluoropyridin-3-yl)piperidine-2,6-dione